4-{5-[(4-Nitrophenylmethylene)amino]-1,3,4-thiadiazol-2-yl}catechol [N+](=O)([O-])C1=CC=C(C=C1)C=NC1=NN=C(S1)C=1C=C(C(O)=CC1)O